1,2,3,4,4a,4b,6,7,8,9,10,10a-dodecahydrophenanthrene-1-carbaldehyde C1(CCCC2C3CCCCC3CCC12)C=O